methyl (S)-3-(8-(2,6-dichloro-4-fluorophenyl)-2,3-dihydrobenzo[b][1,4]dioxin-5-yl)-2-(2,6-difluorobenzamido)propanoate ClC1=C(C(=CC(=C1)F)Cl)C1=CC=C(C2=C1OCCO2)C[C@@H](C(=O)OC)NC(C2=C(C=CC=C2F)F)=O